(S)-N-(4-methyl-1-(5-methyl-1,3,4-oxadiazol-2-yl)pentan-2-yl)-2-(2,6-diazaspiro[3.4]octan-6-yl)-5,6,7,8-tetrahydroquinazolin-4-amine CC(C[C@@H](CC=1OC(=NN1)C)NC1=NC(=NC=2CCCCC12)N1CC2(CNC2)CC1)C